C(O[C@@H]1[C@](O[C@H](C1)N1C2=NC(=NC(=C2N=C1)N)F)(COC(=O)OCC=1OC(OC1C)=O)C#C)(OCC=1OC(OC1C)=O)=O [(2R,3S,5R)-5-(6-amino-2-fluoro-purin-9-yl)-2-ethynyl-2-[(5-methyl-2-oxo-1,3-dioxol-4-yl)methoxycarbonyloxymethyl]tetrahydrofuran-3-yl] (5-methyl-2-oxo-1,3-dioxol-4-yl)methyl carbonate